((3R,5S)-3,5-dimethylcyclohex-1-en-1-yl)boronic acid C[C@H]1C=C(C[C@H](C1)C)B(O)O